C(C1=CC=CC=C1)C=1NC(=NN1)C(=O)NC1CCC=2C(N(C1=O)C)=CN(N2)C 5-benzyl-N-(2,4-dimethyl-5-oxo-2,4,5,6,7,8-hexahydropyrazolo[4,3-b]azepin-6-yl)-4H-1,2,4-triazole-3-carboxamide